(2S,4R)-N-[[(2S,4R)-1-benzyl-4-methoxy-pyrrolidin-2-yl]methyl]-1-[(2S)-2-(4-cyclopropyltriazol-1-yl)-3,3-dimethyl-butanoyl]-4-hydroxy-pyrrolidine-2-carboxamide C(C1=CC=CC=C1)N1[C@@H](C[C@H](C1)OC)CNC(=O)[C@H]1N(C[C@@H](C1)O)C([C@H](C(C)(C)C)N1N=NC(=C1)C1CC1)=O